ClC1=C(C=2N=C(N=C(C2C=N1)N(C1CCN(CC1)C(=O)OC(C)(C)C)C)OC[C@]12CCCN2C[C@@H](C1)F)F tert-butyl 4-((7-chloro-8-fluoro-2-(((2R,7aS)-2-fluorotetrahydro-1H-pyrrolizin-7a(5H)-yl)methoxy)pyrido[4,3-d]pyrimidin-4-yl)(methyl)amino)piperidine-1-carboxylate